NC1=C(C2=C(N(C=N2)C(F)(F)F)C=C1C#N)C1=C(C(=CC=C1C)OCC1=CC=CC=C1)C 5-Amino-4-(3-(benzyloxy)-2,6-dimethylphenyl)-1-(trifluoromethyl)-1H-benzo[d]imidazole-6-carbonitrile